COC1=CC2=C(N(N=N2)CC2CCN(CC2)S(=O)(=O)N)C=C1 4-((5-methoxy-1H-benzo[d][1,2,3]triazol-1-yl)methyl)piperidine-1-sulfonamide